COC(=O)C1=NC(=NC(=C1)NC1=NNC(=C1)C)NC1C2CC3CC(CC1C3)(C2)O Trans-6-[(5-methyl-1H-pyrazol-3-yl)amino]-2-[(5-hydroxyadamantan-2-yl)amino]pyrimidine-4-carboxylic acid methyl ester